ethanimidamide acetate C(C)(=O)O.C(C)(N)=N